CC1=CN=C(S1)[C@@H](CC(=O)O)C1(CC1)C(F)(F)F (3S)-3-(5-methyl-1,3-thiazol-2-yl)-3-[1-(trifluoromethyl)cyclopropyl]propanoic acid